BrC1C(C2=CC3=C(OCCO3)C=C2C1)=O 7-bromo-2,3,7,8-tetrahydro-6H-indeno[5,6-b][1,4]dioxin-6-one